(2-(Allyloxy)-3,4-difluorophenyl)(3-methylthiophene-2-yl)methanol C(C=C)OC1=C(C=CC(=C1F)F)C(O)C=1SC=CC1C